N1(CCCC1)CC1(CCC1)CNC(=O)C1=CC2=C(S1)CCCCCCC2 N-[[1-(pyrrolidin-1-ylmethyl)cyclobutyl]methyl]-5,6,7,8,9,10-hexahydro-4H-cyclonona[b]thiophene-2-carboxamide